C(#N)C1=CC(=C(COC2=C(C=C(C(=N2)N2CCN(CC2)C(=O)OC(C)(C)C)F)F)C=C1)F tert-butyl 4-(6-((4-cyano-2-fluorobenzyl)oxy)-3,5-difluoropyridin-2-yl)piperazine-1-carboxylate